2-((1-methyl-1H-pyrazolo[3,4-d]pyrimidin-4-yl)thio)-1-(5-((methylamino)methyl)thiophen-2-yl)ethanone hydrochloride Cl.CN1N=CC=2C1=NC=NC2SCC(=O)C=2SC(=CC2)CNC